C(C)(C)(C)OC(=O)N1CCC(CC1)C1=CC=C2C3=C(N(C2=C1)C(=O)OC(C)(C)C)N=CN=C3Cl tert-butyl 7-(1-(tert-butoxycarbonyl)piperidin-4-yl)-4-chloro-9H-pyrimido[4,5-b]indole-9-carboxylate